ClC=1C=C2C=C(C(=NC2=CC1)C1=C(C=CC(=C1)OC)OC)OC1=CC=CC=C1 6-chloro-2-(2,5-dimethoxyphenyl)-3-phenoxyquinoline